FC1=C(NC(C2=C(C=CC=C12)F)=O)C 4,8-difluoro-3-methylisoquinolin-1(2H)-one